O1NOC=C1 [1,3]Dioxazol